C(C1=CC=CC=C1)OC([C@H](CCC(=O)O)NC(=O)OC)=O (S)-5-benzyloxy-4-(methoxycarbonylamino)-5-oxo-pentanoic acid